CS(=O)(=O)C1(CC1)C1=CC=CC(=N1)C(=O)O 6-(1-methylsulfonylcyclopropyl)pyridine-2-carboxylic acid